dioctylsulfosuccinate CCCCC(CC)COC(=O)CC(C(=O)OCC(CC)CCCC)S(=O)(=O)O